FCC[C@H](C1=CC=CC=C1)NC1=C(C=NC2=CC=CC=C12)C#N 4-(((R)-3-fluoro-1-phenylpropyl)amino)quinoline-3-carbonitrile